C(N)(OC(=O)OC(CCCCC)(C)C)=O butyl-(tert-butoxycarbonyl) carbamate